COC(C(CC)NC1=C(C(=C(C=C1)Br)Cl)[N+](=O)[O-])=O 2-(4-bromo-3-chloro-2-nitro-anilino)butyric acid methyl ester